Tert-butyl 3-(3-(benzyloxy)prop-1-en-2-yl)-2-((tert-butoxycarbonyl)oxy)-6-((2-fluoroethoxy)methyl)benzoate C(C1=CC=CC=C1)OCC(=C)C=1C(=C(C(=O)OC(C)(C)C)C(=CC1)COCCF)OC(=O)OC(C)(C)C